P(OCC)(OCC)(=S)SCN1C(OC2=C1C=CC(=C2)Cl)=O S-[(6-chloro-2-oxo-3-benzooxazolinyl)methyl] O,O-diethyl phosphorodithioate